C1(=CC=CC=C1)[C@@H](CC(=O)OC)C1(CC1)C(F)(F)F methyl (3R)-3-phenyl-3-[1-(trifluoromethyl)cyclopropyl]propanoate